4-(4-bromo-3-methylphenoxy)benzonitrile BrC1=C(C=C(OC2=CC=C(C#N)C=C2)C=C1)C